FC12CC3(CC(CC(C1)C3)C2)NC2=N\C(\C(N2C)=O)=C/C=2C=C3C=NNC3=CC2 (5Z)-2-[(3-Fluoro-1-adamantyl)amino]-5-(1H-indazol-5-ylmethylene)-3-methyl-imidazol-4-one